5-((((3-fluoro-bicyclo[1.1.1]pent-1-yl)methyl)amino)methyl)pyridin-2-amine FC12CC(C1)(C2)CNCC=2C=CC(=NC2)N